ClC1=CC=C(C=N1)CN1C(N=C2C(C1=O)=CC=CN2CC=2C=NC(=CC2)Cl)=O 3,8-bis((6-chloropyridin-3-yl)methyl)pyrido[2,3-d]pyrimidine-2,4(3H,8H)-dione